5-(6-(Bromomethyl)pyridin-2-yl)-1,2,4-triazine BrCC1=CC=CC(=N1)C=1N=CN=NC1